3-(trans-4-azidocyclohexyl)-4-methyl-5-{(1R)-1-[3-(propan-2-yl)phenoxy]ethyl}-4H-1,2,4-triazole N(=[N+]=[N-])[C@@H]1CC[C@H](CC1)C1=NN=C(N1C)[C@@H](C)OC1=CC(=CC=C1)C(C)C